C(C)OC(C1=C(C=C(C=C1)C(C=C(C(F)(F)F)C1=CC(=CC(=C1)Cl)Cl)=O)C)=O ethyl-4-[3-(3,5-dichlorophenyl)-4,4,4-trifluoro-but-2-enoyl]-2-methylbenzoate